O1CCC(=CC1)C=1C2=C(C(=NC1)OC)N=C(S2)NC(=O)C2=CN=C(N2)C(=O)O 5-[7-(3,6-Dihydro-2H-pyran-4-yl)-4-methoxy-thiazolo[4,5-c]pyridin-2-ylcarbamoyl]-1H-imidazole-2-carboxylic acid